(S)-3-(4-(3-hydroxy-2-oxopyrrolidin-1-yl)-1-(4-(trifluoromethoxy)phenyl)-1H-pyrazolo[3,4-b]pyridin-3-yl)azetidine-1-carboxylic acid tert-butyl ester C(C)(C)(C)OC(=O)N1CC(C1)C1=NN(C2=NC=CC(=C21)N2C([C@H](CC2)O)=O)C2=CC=C(C=C2)OC(F)(F)F